rel-(R)-7-((5-(3-hydroxy-3-(morpholino-methyl)piperidin-1-yl)pyridin-2-yl)amino)-4-(1-methyl-1H-pyrrolo[2,3-b]pyridin-4-yl)-2,3-dihydro-1H-pyrrolo[3,4-c]pyridin-1-one O[C@@]1(CN(CCC1)C=1C=CC(=NC1)NC=1C2=C(C(=NC1)C1=C3C(=NC=C1)N(C=C3)C)CNC2=O)CN2CCOCC2 |o1:1|